6-(3-amino-6-(3-((ethyl(methyl)amino)methyl)-4-(tetrahydro-2H-pyran-4-yl)phenyl)-5-fluoropyrazin-2-yl)-4-methylisoquinolin-1(2H)-one NC=1C(=NC(=C(N1)F)C1=CC(=C(C=C1)C1CCOCC1)CN(C)CC)C=1C=C2C(=CNC(C2=CC1)=O)C